C1(CC1)CN1CCC(=CC1)C1=CC(=NC(=C1)NC1=NC=C(N=C1)C1CC1)C=1CCN(CC1)C(=O)OC(C)(C)C tert-butyl 4-[1-(cyclopropylmethyl)-3,6-dihydro-2H-pyridin-4-yl]-6-[(5-cyclopropylpyrazin-2-yl)amino]-3',6'-dihydro-2'H-[2,4'-bipyridine]-1'-carboxylate